2-(5-fluoropyridine-2-yl)acetic acid FC=1C=CC(=NC1)CC(=O)O